C(C)(C)N1CCC(CC1)C=1SC=CN1 2-(1-isopropylpiperidin-4-yl)thiazole